2-[(2E)-2-(aminomethyl)-3-fluoroprop-2-en-1-yl]-4-[5-bromo-2-methoxy-4-(morpholin-4-yl)phenyl]-2,4-dihydro-3H-1,2,4-triazol-3-one hydrochloride Cl.NC/C(/CN1N=CN(C1=O)C1=C(C=C(C(=C1)Br)N1CCOCC1)OC)=C\F